N-[4-[6-[[(2S)-6-(cyclohexylmethyl)-6-azaspiro[2.5]octan-2-yl]methylamino]pyridazin-3-yl]phenyl]acetamide C1(CCCCC1)CN1CCC2([C@H](C2)CNC2=CC=C(N=N2)C2=CC=C(C=C2)NC(C)=O)CC1